Naphthalenetetracarboxylic acid diamide C1(=C(C(=C(C2=CC=CC=C12)C(=O)O)C(=O)O)C(=O)N)C(=O)N